FC(C1=CC=C(C=C1)N1CCC(CC1)OC1=CC=C(C=C1)C1(COC1)O)(F)F 3-(4-((1-(4-(trifluoromethyl)phenyl)piperidin-4-yl)oxy)phenyl)oxetan-3-ol